ClC1=C(CC2N(C(C3=CC=CC=C23)=O)CC2=CC3=C(NC(O3)=O)C=C2)C=CC=C1 6-((1-(2-chlorobenzyl)-3-oxoisoindolin-2-yl)methyl)benzo[d]oxazol-2(3H)-one